C(C1=C(C=CC=C1)O)C1=C(C=CC=C1)O 2,2'-methylenebisphenol